C(=O)(O)C(O)C(O)C(=O)O.C1(CCC(N1)=O)=O.C1(CCC(N1)=O)=O disuccinimide tartrate